vinyl-n-butyl methacrylate C(C(=C)C)(=O)OCCCCC=C